4-((3,5-dichloropyrazin-2-yl)ethynyl)cyclohexan-1-one ClC=1C(=NC=C(N1)Cl)C#CC1CCC(CC1)=O